FC=1C=CC=C2C/C(/C(C12)=O)=N/O (Z)-7-fluoro-2-(hydroxyimino)-2,3-dihydro-1H-inden-1-one